CC=1C(=CC=2N(N1)C(=CN2)C2=CC=NC1=NC(=CC=C21)N2N=CC(=N2)C)C2=CC=C(CN1CCOCC1)C=C2 (4-(6-methyl-3-(7-(4-methyl-2H-1,2,3-triazol-2-yl)-1,8-naphthyridin-4-yl)imidazo[1,2-b]pyridazin-7-yl)benzyl)morpholine